ClC1=CC(=C(N=N1)O)C(F)(F)F 6-chloro-4-(trifluoromethyl)pyridazin-3-ol